N-acetyl-l-lysine CC(=O)N[C@@H](CCCCN)C(=O)O